6-(2,2-difluoroethyl)-8-[(1R,3R)-3-hydroxycyclohexyl]-2-{[1-(methylsulfonyl)piperidin-4-yl]amino}pyrido[2,3-d]pyrimidin-7(8H)-one FC(CC1=CC2=C(N=C(N=C2)NC2CCN(CC2)S(=O)(=O)C)N(C1=O)[C@H]1C[C@@H](CCC1)O)F